OC=1C(=NC=NC1C)C(=O)OC1=C(C(=C(C(=C1F)F)F)F)F perfluorophenyl 5-hydroxy-6-methylpyrimidine-4-carboxylate